N-{2-chloro-6-[4-(propan-2-yl)piperazin-1-yl]phenyl}-4-methyl-4-[5-(trifluoromethyl)-1,2,4-oxadiazol-3-yl]piperidine-1-carboxamide ClC1=C(C(=CC=C1)N1CCN(CC1)C(C)C)NC(=O)N1CCC(CC1)(C1=NOC(=N1)C(F)(F)F)C